7-ethoxy-6-methoxy-4-(1-methyl-3-phenyl-1H-pyrazol-4-yl)quinazoline C(C)OC1=C(C=C2C(=NC=NC2=C1)C=1C(=NN(C1)C)C1=CC=CC=C1)OC